BrC=1C=C(C=C(C1)C(F)(F)F)NS(=O)(=O)C1=C(C=C(C=C1C)C(C)(C)C)C N-(3-Bromo-5-(trifluoromethyl)phenyl)-4-(tert-butyl)-2,6-dimethyl-benzenesulfonamide